Bis(N-benzyloxy-2,2,6,6-tetramethyl-4-piperidyl)sebacate C(C1=CC=CC=C1)ON1C(CC(CC1(C)C)OC(CCCCCCCCC(=O)OC1CC(N(C(C1)(C)C)OCC1=CC=CC=C1)(C)C)=O)(C)C